4-(difluoromethyl)-N-[4-fluoro-5-[6-[(2R,6S)-2,6-dimethylmorpholin-4-yl]pyridin-3-yl]-2-[(3S)-3,4-dimethylpiperazin-1-yl]phenyl]-6-oxo-1H-pyridine-3-carboxamide FC(C=1C(=CNC(C1)=O)C(=O)NC1=C(C=C(C(=C1)C=1C=NC(=CC1)N1C[C@H](O[C@H](C1)C)C)F)N1C[C@@H](N(CC1)C)C)F